C(C)OC1C(N(C(N1C)=O)C1=NC=CC(=C1)C(F)(F)F)O 5-ethoxy-4-hydroxy-1-methyl-3-[4-(trifluoro-methyl)-2-pyridyl]imidazolidin-2-one